CN1CC=2N(N=C3C=C(C=CC23)B2OC(C(O2)(C)C)(C)C)CC1 2-methyl-8-(4,4,5,5-tetramethyl-1,3,2-dioxaborolan-2-yl)-1,2,3,4-tetrahydropyrazino[1,2-b]indazole